N1(N=CC=C1)C1C(CC1)C=1NC(C2=C(N1)N(N=C2C#N)[C@@H](C)C=2C=NC(=CC2)C(F)(F)F)=O 6-(2-(1H-pyrazol-1-yl)cyclobutyl)-4-oxo-1-((S)-1-(6-(trifluoromethyl)pyridin-3-yl)ethyl)-4,5-dihydro-1H-pyrazolo[3,4-d]pyrimidine-3-carbonitrile